7-bromo-2,3-dihydroisoquinolin-4-one BrC1=CC=C2C(CNCC2=C1)=O